COC=1C=C(C=CC1)C#CC=1C2=C(N=C(N1)N1CCOCC1)N(CC2)C=2C=NC=CC2 4-(4-((3-methoxyphenyl)ethynyl)-7-(pyridin-3-yl)-6,7-dihydro-5H-pyrrolo[2,3-d]pyrimidin-2-yl)morpholine